N(=C=O)CCC[Si](C)(C)OC (3-isocyanatopropyl)(methoxy)dimethyl-silane